FC(C(=O)NC1=CC(=C2C=CC3=C(C=C(C4=CC=C1C2=C34)SCCCO)SCCCO)SCCCO)(F)F 2,2,2-Trifluoro-N-[3,6,8-tris[(3-hydroxypropyl)sulfanyl]pyrene-1-yl]-acetamide